1-(imidazo[1,2-a]pyrazin-3-ylmethyl)-N-(3-(pyrrolidin-1-ylmethyl)-5-(trifluoromethyl)phenyl)indoline-6-carboxamide N=1C=C(N2C1C=NC=C2)CN2CCC1=CC=C(C=C21)C(=O)NC2=CC(=CC(=C2)C(F)(F)F)CN2CCCC2